CC1=C(C(=NO1)C=1C=NC(=CC1)C)COC=1C=C2CCN(CC2=CN1)C(=O)C1CCS(CC1)(=O)=O 4-(6-{[5-methyl-3-(6-methylpyridin-3-yl)-1,2-oxazol-4-yl]methoxy}-1,2,3,4-tetrahydro-2,7-naphthyridine-2-carbonyl)-1λ6-thiane-1,1-dione